COC1CCC(CC1)NC(=O)C1=NC(=NC(=C1)C(F)(F)F)C1=CN=CN1C N-(4-methoxycyclohexyl)-2-(1-methyl-1H-imidazol-5-yl)-6-(trifluoromethyl)pyrimidine-4-carboxamide